O1CCC2=C1C=C(C=C2)[C@@H](C)N2CCN(CC2)C2=CC=C(C=N2)S(=NC(C(F)(F)F)=O)(=O)C N-((6-(4-((R)-1-(2,3-dihydrobenzofuran-6-yl)ethyl)piperazin-1-yl)pyridin-3-yl)(methyl)(oxo)-λ6-sulfanylidene)-2,2,2-trifluoroacetamide